N-Tetradecyl-1-tetradecanamin C(CCCCCCCCCCCCC)NCCCCCCCCCCCCCC